NC=1N=C(C2=C(N1)SC=C2)N[C@@H](CO)CCC (R)-2-((2-aminothieno[2,3-d]pyrimidin-4-yl)amino)pentan-1-ol